P(=O)(O)(O)OC=1C(=C2C=CC=CC2=CC1)C1=CC=CC2=CC=CC=C12 (R)-(-)-1,1'-binaphthol phosphate